BrC1=C(C#N)C=C(C=C1)CO 2-bromo-5-(hydroxymethyl)benzonitrile